(2,4-dimethyl-5-(2-oxo-1,2-dihydroindol-3-ylidenemethyl)-1H-pyrrol-3-yl)-propionic acid CC=1NC(=C(C1C(C(=O)O)C)C)C=C1C(NC2=CC=CC=C12)=O